FC(C1=CC=C2C=C(N(C2=C1)C)CC(C)C)(F)F 6-trifluoromethyl-1-methyl-2-(2-methylpropan-1-yl)-1H-indole